ClC=1C=C(OC=2SC3=NC=4N(C=C3N2)CCC4)C=CC1 2-(3-chlorophenoxy)-6,7-dihydropyrrolo[1,2-a]thiazolo[5,4-d]pyrimidine